C[C@](N)(CC(C)C)C(=O)O D-α-methyl-leucine